tert-butyl (R)-4-(3-hydroxy-3-methylpiperidin-1-yl)-2-(methylthio)-5,8-dihydropyrido[3,4-d]pyrimidine-7(6H)-carboxylate O[C@]1(CN(CCC1)C=1C2=C(N=C(N1)SC)CN(CC2)C(=O)OC(C)(C)C)C